OC=1C=C(C=C2N=C(C(N(C12)C)=O)C)N1CCOCC1 8-hydroxy-1,3-dimethyl-6-morpholinoquinoxalin-2(1H)-one